tris[2-phenylpyridine] iridium [Ir].C1(=CC=CC=C1)C1=NC=CC=C1.C1(=CC=CC=C1)C1=NC=CC=C1.C1(=CC=CC=C1)C1=NC=CC=C1